ethyl (2S,3R)-2-(phthalimidomethyl)-3-hydroxybutyrate C1(C=2C(C(N1C[C@H](C(=O)OCC)[C@@H](C)O)=O)=CC=CC2)=O